NC1=C(C=C2C(=N1)C(=C(N2)C(=O)N([C@@H]2CCCC=1C=CC=NC21)CC2=NC=C(C=C2)C2=C(C=CC=C2F)F)Br)C (R)-5-amino-3-bromo-N-((5-(2,6-difluorophenyl)pyridin-2-yl)methyl)-6-methyl-N-(5,6,7,8-tetrahydroquinolin-8-yl)-1H-pyrrolo[3,2-b]pyridine-2-carboxamide